[Ti+4].C([S-])([S-])=S.C([S-])([S-])=S trithiocarbonate titanium